tert-butyl-[3-(6-methoxy-3-pyridinyl)propoxy]-dimethyl-silane C(C)(C)(C)[Si](C)(C)OCCCC=1C=NC(=CC1)OC